ClC=1N=CC2=C(N1)N(C=C2)COCC[Si](C)(C)C 2-chloro-7-((2-(trimethylsilyl)ethoxy)methyl)-7H-pyrrolo[2,3-d]pyrimidine